NC=1N(C(C2=C(N1)N=CC=C2)=O)CC2=NC(=NO2)[C@@H]2CO[C@H](C2)C2=CC(=CC=C2)F 2-amino-3-((3-((3R,5R)-5-(3-fluorophenyl)tetrahydro-furan-3-yl)-1,2,4-oxadiazol-5-yl)methyl)pyrido[2,3-d]pyrimidin-4(3H)-one